(S)-N-(1-(2-chlorophenyl)-2-oxocyclohexyl)-4-(dimethylamino)-N-methylbutanamide ClC1=C(C=CC=C1)[C@@]1(C(CCCC1)=O)N(C(CCCN(C)C)=O)C